4-(((R)-3-hydroxypiperidin-1-yl)-5-methylpyrido[4,3-d]pyrimidin-7-yl)naphth-2-yl acetate C(C)(=O)OC1=CC2=CC=CC=C2C(=C1)C1=CC=2N=C(N=CC2C(=N1)C)N1C[C@@H](CCC1)O